(2S)-2-(tert-butoxy)-2-(7-(4-chlorophenyl)-2-(3-(1-(1-methoxypropan-2-yl)azetidin-3-yl)-1-methyl-1H-indazol-5-yl)-5-methylbenzo[d]thiazol-6-yl)acetic acid C(C)(C)(C)O[C@H](C(=O)O)C1=C(C2=C(N=C(S2)C=2C=C3C(=NN(C3=CC2)C)C2CN(C2)C(COC)C)C=C1C)C1=CC=C(C=C1)Cl